methoxy-N-methyl-2-(thiophen-2-yl)acetamide COC(C(=O)NC)C=1SC=CC1